C(C)(C)(CC)OOC(C)(C)CC di-T-amyl peroxide